2-fluoro-N-(5-((4-methylpiperazin-1-yl)methyl)-9-oxo-2-(trifluoromethyl)-9H-indeno[2,1-d]pyrimidin-7-yl)acrylamide azId [N-]=[N+]=[N-].FC(C(=O)NC1=CC=2C(C=3N=C(N=CC3C2C(=C1)CN1CCN(CC1)C)C(F)(F)F)=O)=C